1-vinyl-3-propylimidazole chlorine salt [Cl].C(=C)N1CN(C=C1)CCC